N-((2-(6-((4aR,7aS)-hexahydrofuro[3,4-b]pyrazin-1(2H)-yl)pyridin-2-yl)-1,6-naphthyridin-7-yl)methyl)-4-methyl-3-(methylsulfonyl)benzamide N1([C@H]2[C@@H](NCC1)COC2)C2=CC=CC(=N2)C2=NC1=CC(=NC=C1C=C2)CNC(C2=CC(=C(C=C2)C)S(=O)(=O)C)=O